CC1=CC=C(C=C1)C(CC)C 1-methyl-4-(1-methylpropyl)-benzene